4-[2-(4-amino-piperidin-1-yl)-5-(6-methoxy-pyridin-3-yl)-1-methyl-6-oxo-1,6-dihydro-pyrimidin-4-yl]-2-fluoro-benzonitrile NC1CCN(CC1)C=1N(C(C(=C(N1)C1=CC(=C(C#N)C=C1)F)C=1C=NC(=CC1)OC)=O)C